nitro-amino ketone [N+](=O)([O-])NC(=O)N[N+](=O)[O-]